N-(4,4-difluoropyrrolidin-3-yl)-2-methyl-5-((1-methyl-1H-pyrazol-5-yl)methoxy)benzofuran-3-carboxamide FC1(C(CNC1)NC(=O)C1=C(OC2=C1C=C(C=C2)OCC2=CC=NN2C)C)F